1,3,5-tris(6-methylpyridin-2-yloxy)benzene tert-Butyl-((3S)-1-(5-carbamoyl-4-((3-(S-methylsulfonimidoyl)phenyl)amino)pyrimidin-2-yl)piperidin-3-yl)carbamate C(C)(C)(C)N(C(O)=O)[C@@H]1CN(CCC1)C1=NC=C(C(=N1)NC1=CC(=CC=C1)S(=O)(=N)C)C(N)=O.CC1=CC=CC(=N1)OC1=CC(=CC(=C1)OC1=NC(=CC=C1)C)OC1=NC(=CC=C1)C